3-carboxymethyl-1-(4-vinylbenzyl)-3H-imidazol-1-ium acetate C(C)(=O)[O-].C(=O)(O)CN1C=[N+](C=C1)CC1=CC=C(C=C1)C=C